C(CCCCCCCCCCCCCCCCC)(=O)[N-]C(CCCCCCCCCCCCCCCCC)=O dioctadecanoyl-amide